C(C)(=O)N1CCC(CC1)C1=CC=C2C(C(N(C(C2=C1)=O)CC1=NC=C(C=C1)C=1OC(=NN1)C(F)F)=O)(C)C 7-(1-acetylpiperidine-4-yl)-2-((5-(5-(difluoromethyl)-1,3,4-oxadiazole-2-yl)pyridine-2-yl)methyl)-4,4-dimethylisoquinoline-1,3(2H,4H)-dione